5-amino-2,3-dihydrophthalazine NC=1C2=CNNC=C2C=CC1